BrC1=CC=C(C=C1)CN1CCC(CC1)CO [1-[(4-bromophenyl)methyl]-4-piperidinyl]methanol